dithiainine S1SC=CC=C1